FC1(CNCC([C@H]1O)(C)C)F |r| Racemic-3,3-difluoro-5,5-dimethylpiperidin-4-ol